ClC1=CC(=C(C=C1)C1OC2=C(O1)C=CC=C2N2CCN(CC2)CC2=NC1=C(N2CCOC)C=C(C=C1)C(=O)OC)F methyl 2-({4-[2-(4-chloro-2-fluorophenyl)-1,3-benzodioxol-4-yl]piperazin-1-yl}methyl)-1-(2-methoxyethyl)-1H-benzimidazole-6-carboxylate